C(C)NC(=O)NC1=NC=CC(=C1)CC1CCN(CC1)C=1C(=NC(=CC1)N1N=CC=C1)C 1-ethyl-3-(4-((1-(2-methyl-6-(1H-pyrazol-1-yl)pyridin-3-yl)piperidin-4-yl)methyl)pyridin-2-yl)urea